Dimethylchloroaluminium C[Al](Cl)C